N(C)C[C@H](O)[C@@H](O)[C@H](O)[C@H](O)CO.C(C)(=O)C1=C(C=C(C=C1)Cl)C=1C(=NN(C(C1)=O)[C@H](C(=O)NC1=CC=C(C(=O)O)C=C1)CC1=CC=CC=C1)OC (S)-4-(2-(4-(2-acetyl-5-chlorophenyl)-3-methoxy-6-Oxopyridazin-1(6H)-yl)-3-phenylpropionamido)benzoic acid meglumine salt